ClC1=CN=C2N1C=C(C=N2)C=2C=CN1N=C(N=CC12)NC1CC2(CN(C2)CC(C)C)C1 5-(3-chloroimidazo[1,2-a]pyrimidin-6-yl)-N-(2-isobutyl-2-azaspiro[3.3]heptan-6-yl)pyrrolo[2,1-f][1,2,4]triazin-2-amine